N-(3-chloro-5-(methylsulfonamido)phenyl)-4-(5-methoxy-3-methylpyridin-2-yl)-5-methylthiophene-2-carboxamide ClC=1C=C(C=C(C1)NS(=O)(=O)C)NC(=O)C=1SC(=C(C1)C1=NC=C(C=C1C)OC)C